CC=1C(=NC(=NC1)N[C@@H]1COCC1)N1C=NC(=C1)C(=O)NCC1=CC(=CC=C1)C (S)-1-(5-methyl-2-((tetrahydro-furan-3-yl)amino)-pyrimidin-4-yl)-N-(3-methyl-benzyl)-1H-imidazole-4-carboxamide